2-(2-thiazolyl)-2-methyl-4-acetoxy-5-amino-3(2H)-furanone S1C(=NC=C1)C1(OC(=C(C1=O)OC(C)=O)N)C